ClC=1C=C(C=NC1N1N=CC=N1)NC(=O)C=1C=NN(C1C(F)(F)F)C1=NSC2=NC=CC=C21 N-(5-chloro-6-(2H-1,2,3-triazol-2-yl)pyridin-3-yl)-1-(isothiazolo[5,4-b]pyridin-3-yl)-5-(trifluoromethyl)-1H-pyrazole-4-carboxamide